R-(+)-proline N1[C@H](CCC1)C(=O)O